C(C)(=O)C=1C(=NC(=CC1)N1C=NC2=C1C=CC(=C2)OCCN2CCOCC2)N2N=C(C=C2C)C#N 1-[3-acetyl-6-[5-(2-morpholinoethoxy)benzimidazol-1-yl]-2-pyridyl]-5-methyl-pyrazole-3-carbonitrile